(2R,5S)-3-(3-Chloro-4-cyanophenyl)-N-(4-cyano-2-fluorophenyl)-2-(trifluoromethyl)oxazolidin-5-carboxamid ClC=1C=C(C=CC1C#N)N1[C@H](O[C@@H](C1)C(=O)NC1=C(C=C(C=C1)C#N)F)C(F)(F)F